2-methyl-5-(3-cyanophenyl)-N-(3-(3,3-difluoro-2-methylallyl)-1,2,4-thiadiazol-5-yl)furan-3-carboxamide CC=1OC(=CC1C(=O)NC1=NC(=NS1)CC(=C(F)F)C)C1=CC(=CC=C1)C#N